CN(C(N(C)C)=O)C Tetramethyl-Urea